3-methyl-pyrazin CC=1C=NC=CN1